monomethyl ether sulfate S(=O)(=O)(O)O.COC